2-((5-bromo-[1,1'-biphenyl]-2-yl)(methyl)amino)-2-oxoacetic acid BrC=1C=CC(=C(C1)C1=CC=CC=C1)N(C(C(=O)O)=O)C